(S)-2-[4-bromo-2-(1,1-difluoropropyl)-5-fluorophenoxy]propionic acid BrC1=CC(=C(O[C@H](C(=O)O)C)C=C1F)C(CC)(F)F